ClC1=CC2=C(C(=N1)C)N=C(N2C)C2=CC=C(C=C2)S(=O)(=O)C 6-chloro-1,4-dimethyl-2-(4-(methylsulfonyl)phenyl)-1H-imidazo[4,5-c]pyridine